C1(CC1)C1=CN(C2=NC=C(C=C21)C(=O)NC(C)(C(C)C2=C(C=CC=C2)F)C)C 3-cyclopropyl-N-(3-(2-fluorophenyl)-2-methylbutan-2-yl)-1-methyl-1H-pyrrolo[2,3-b]pyridine-5-carboxamide